C(CCC)[Si](O[Si](O[Si](C)(C)C)(C)C)(C)C 1-butyl-1,1,3,3,5,5,5-heptamethyltrisiloxane